BrC=1C(=C(C#N)C=C(C1)C(O)C1=C(N=C2N1CCCC2)CC)O 3-bromo-5-((2-ethyl-5,6,7,8-tetrahydroimidazo[1,2-a]pyridin-3-yl)hydroxymethyl)-2-hydroxybenzonitrile